C(CCCC)OC(CO)CO 2-pentyl-glycerol